dichloro-4,4'-diamino-benzophenone ClC=1C(=C(C(=O)C2=CC=C(C=C2)N)C=CC1N)Cl